2-(4-(2-(8-(hydroxymethyl)-[1,2,4]triazolo[1,5-a]pyridin-6-yl)-3-isopropyl-1H-indol-5-yl)piperidin-1-yl)-N,N-dimethylacetamide OCC=1C=2N(C=C(C1)C=1NC3=CC=C(C=C3C1C(C)C)C1CCN(CC1)CC(=O)N(C)C)N=CN2